5-chloro-2-(N-((1S,2R)-2-(2-fluoro-5-methylphenyl)-1-(5-oxo-4,5-dihydro-1,3,4-oxadiazol-2-yl)propyl)sulfamoyl)benzamide ClC=1C=CC(=C(C(=O)N)C1)S(N[C@@H]([C@H](C)C1=C(C=CC(=C1)C)F)C=1OC(NN1)=O)(=O)=O